O1C(CCCC1)N1N=CC(=C1)C1=CC(=C2C=CC3=C(C=C(C4=CC=C1C2=C34)C=3C=NN(C3)C3OCCCC3)C=3C=NN(C3)C3OCCCC3)C=3C=NN(C3)C3OCCCC3 1,3,6,8-tetra(1-(tetrahydro-2H-pyran-2-yl)-1H-pyrazol-4-yl)pyrene